3,4,5,6-tetrachloropyridine-2-formamide ClC=1C(=NC(=C(C1Cl)Cl)Cl)C(=O)N